COC1=C(C=CC=C1)/C=C/C(=O)N1C(OCC1)=O (E)-3-(3-(2-methoxyphenyl)acryloyl)oxazolidin-2-one